dioctyl phthalate oxide C(C12C(C(=O)OCCCCCCCC)(C=CC=C1)O2)(=O)OCCCCCCCC